32-hydroxydotriacontyl palmitoleate C(CCCCCCC\C=C/CCCCCC)(=O)OCCCCCCCCCCCCCCCCCCCCCCCCCCCCCCCCO